(2S,4R)-N-((R)-1-(4-carbamimidoylthiophen-2-yl)ethyl)-1-((dibenzo[b,d]furan-2-carbonyl)glycyl)-4-fluoro-4-(methoxymethyl)pyrrolidine-2-carboxamide C(N)(=N)C=1C=C(SC1)[C@@H](C)NC(=O)[C@H]1N(C[C@](C1)(COC)F)C(CNC(=O)C1=CC2=C(OC3=C2C=CC=C3)C=C1)=O